FC=1C=C2C(C(NC2=CC1)=O)=CC1=C(C(=C(N1)C)C(=O)N)C 5-((5-fluoro-2-oxoindol-3-ylidene)methyl)-2,4-dimethyl-1H-pyrrole-3-carboxamide